N=1OC=C2CN(CCC21)C(=O)N2CCC(CC2)=C(C#N)C2=CC=C(C=C2)OC(F)(F)F 2-(1-(4,5,6,7-tetrahydroisoxazolo[4,3-c]pyridine-5-carbonyl)piperidin-4-ylidene)-2-(4-(trifluoromethoxy)phenyl)acetonitrile